2-(difluoromethyl)-N4-(5-(1-methyl-1H-pyrazol-4-yl)-4-(trifluoromethoxy)pyridin-2-yl)pyrimidine-4,6-diamine FC(C1=NC(=CC(=N1)NC1=NC=C(C(=C1)OC(F)(F)F)C=1C=NN(C1)C)N)F